ClC1=C(CC=2C(=NC=C(N2)C2=CC=CC=C2)N[C@@H](CC2=CC=CC=C2)C(=O)OCC)C=CC=C1 Ethyl (3-(2-chlorobenzyl)-5-phenylpyrazin-2-yl)phenylalaninate